chloro-2,3,4,5,6-pentafluoro-4'-methoxy-5'-nitro-1,1'-biphenyl ClC1=C(C=C(C(=C1)OC)[N+](=O)[O-])C1=C(C(=C(C(=C1F)F)F)F)F